2-Cyanobenzyl (S)-3-cyclopropyl-2-(2-((S)-1-(2,3-difluorobenzyl)-5-oxopyrrolidin-2-yl)acetamido)propanoate C1(CC1)C[C@@H](C(=O)OCC1=C(C=CC=C1)C#N)NC(C[C@H]1N(C(CC1)=O)CC1=C(C(=CC=C1)F)F)=O